6-(4-cyano-biphenyl-4'-yloxy)nonyl acrylate C(C=C)(=O)OCCCCCC(CCC)OC1=CC=C(C=C1)C1=CC=C(C=C1)C#N